Henicosan-11-yl 1H-imidazole-1-carboxylate N1(C=NC=C1)C(=O)OC(CCCCCCCCCC)CCCCCCCCCC